N-(2-benzyloxy-5-fluoro-phenyl)cyclopropanecarboxamide C(C1=CC=CC=C1)OC1=C(C=C(C=C1)F)NC(=O)C1CC1